FC1=C(C=2C=NC(=NC2C=C1C1=C(C2=C(OCCN2)N=C1)C)NC=1C=NC=2CCN(CC2C1)C)N 6-fluoro-7-(8-methyl-2,3-dihydro-1H-pyrido[2,3-b][1,4]oxazin-7-yl)-N~2~-(6-methyl-5,6,7,8-tetrahydro-1,6-naphthyridin-3-yl)quinazoline-2,5-diamine